C(C=C)(=O)OC1=C(C=CC=C1OC)OC 2,6-dimethoxyphenyl acrylate